tert-Butyl 9-amino-6,7-dichloro-10-(1H-pyrazol-4-yl)-3,4-dihydro-1H-pyrazino[1,2-a]indole-2-carboxylate NC=1C=2C(=C3N(C2C(=C(C1)Cl)Cl)CCN(C3)C(=O)OC(C)(C)C)C=3C=NNC3